C(CCC)C=1C=C2C(=CC(=NC2=CC1)N(CC(=O)O)C)C1=CC=C(C=C1)C#N 2-{[6-butyl-4-(4-cyanophenyl)quinolin-2-yl](methyl)amino}acetic acid